13-iodo-3-((triisopropylsilyl)ethynyl)-6,7-dihydropyrido[3,4-f]pyrimido[5',4':4,5]pyrrolo[1,2-d][1,4]oxazepin-12-amine IC=1C2=C(N3CCOC4=C(C31)C=NC(=C4)C#C[Si](C(C)C)(C(C)C)C(C)C)N=CN=C2N